2-[1-[(1-oxo-isoindolin-5-yl)methyl]pyrazol-4-yl]-5-propyl-3H-imidazo[2,1-b]purin-4-one O=C1NCC2=CC(=CC=C12)CN1N=CC(=C1)C1=NC=2N3C(N(C(C2N1)=O)CCC)=NC=C3